C(C)(C)(C)C1=C(C(=O)OCCN2C=NC3=C2C=C(C=C3)B3OC(C(O3)(C)C)(C)C)C=CC(=C1)NC=1N=CC3=C(N1)N(C(=C3)C(N(C)C)=O)C3CCCC3 2-(6-(4,4,5,5-tetramethyl-1,3,2-dioxaborolan-2-yl)-1H-benzo[d]imidazol-1-yl)ethan-1-ol tert-butyl-4-((7-cyclopentyl-6-(dimethylcarbamoyl)-7H-pyrrolo[2,3-d]pyrimidin-2-yl)amino)benzoate